S-(2-hydroxy-4,7-dioxaoctyl)-L-homocysteine OC(CSCC[C@H](N)C(=O)O)COCCOC